2,4-dioxo-thiophene O=C1SCC(C1)=O